FC1=CC=C(C=C1)N1N=CC(=C1)\C=C/1\C(NC(S1)=O)=O (5Z)-5-[[1-(4-fluorophenyl)pyrazol-4-yl]methylene]thiazolidine-2,4-dione